7-bromo-5-chlorohept-6-ynoic acid BrC#CC(CCCC(=O)O)Cl